ClC=1C=C(C=CC1Cl)C1=CC(=C(C=C1)Cl)Cl 3,3',4,4'-Tetrachlorobiphenyl